1-((3s,4r)-1-(4-aminopyrimidin-2-yl)-3-fluoropiperidin-4-yloxy)-2-methylpropan-2-ol NC1=NC(=NC=C1)N1C[C@@H]([C@@H](CC1)OCC(C)(O)C)F